C[C@H]1[C@@H](N=CC1)C(=O)NCCCC[C@H](N)C(=O)O N6-{[(2R,3R)-3-methyl-3,4-dihydro-2H-pyrrol-2-yl]carbonyl}-L-lysine